BrC=1C=C(NC2(CCC3(C(=CC4=CC=CC=C34)I)CC2)C#N)C=CC1 (1s,4s)-4-(3-bromoanilino)-2'-iodospiro[cyclohexane-1,1'-indene]-4-carbonitrile